CC(C(=O)O)O Methyl-glycolic acid